SC1=CC=C(N)C=C1 4-mercaptoaniline